benzylamino-2-pentyl benzoate C(C1=CC=CC=C1)(=O)OC(C)CCCNCC1=CC=CC=C1